FC(C=1C=C(C=C(C1)C(F)(F)F)C1=NN(C=N1)\C=C/C(=O)NN1C(CCC1)=O)(F)F (Z)-3-(3-(3,5-bis(trifluoromethyl)phenyl)-1H-1,2,4-triazol-1-yl)-N-(2-oxopyrrolidin-1-yl)acrylamide